C(C)OC1=C(C(=O)NC2=CC(=CC=C2)S(NC2=C(C=CC=C2)OC)(=O)=O)C=CC=N1 2-ethoxy-N-(3-(N-(2-methoxyphenyl)sulfamoyl)phenyl)nicotinamide